(4-(4-methylpiperazin-1-yl)phenyl)methylamine CN1CCN(CC1)C1=CC=C(C=C1)CN